NC1CCC2(CN(C2)C[C@H]2CN(CC2)C2=NC=NC=C2OC2=C(C(=O)N(C(C)C)C(C)C)C=C(C=C2)F)CC1 (S)-2-((4-(3-((7-Amino-2-azaspiro[3.5]nonan-2-yl)methyl)pyrrolidin-1-yl)pyrimidine-5-yl)oxy)-5-fluoro-N,N-diisopropylbenzamide